p-ethyl-propiophenone C(C)C1=CC=C(C=C1)C(CC)=O